C1OCC12CC(C2)OC2=C(C=C(C(=C2)Cl)C#N)NS(=O)(=O)C=2C=C(C(=O)O)C=CC2C2CC2 3-(N-(2-((2-oxaspiro[3.3]hept-6-yl)oxy)-4-chloro-5-cyanophenyl)sulfamoyl)-4-cyclopropylbenzoic acid